N[C@H]1CN(CCC1)C(=O)C1=CC2=C(N(C(=N2)C2=CC=3C(=NC(=CC3)NC3=CC=NC=C3)N2CC2CC2)C)C(=C1)OC N-(2-{5-[(3R)-3-aminopiperidine-1-carbonyl]-7-methoxy-1-methyl-1H-1,3-benzodiazol-2-yl}-1-(cyclopropylmethyl)-1H-pyrrolo[2,3-b]pyridin-6-yl)pyridin-4-amine